C(C)(C)(C)C1CNCC1 3-tert-butylpyrrolidine